FC(C)(F)C=1C=C(C=CC1)NC(=O)C1C(=NN(C1=O)C1=CC(=CC=C1)C=1OC=CN1)C N-(3-(1,1-difluoroethyl)phenyl)-3-methyl-1-(3-(oxazol-2-yl)phenyl)-5-oxo-4,5-dihydro-1H-pyrazole-4-carboxamide